Cl.CN1C(N=CC1=O)=O 3-methylimidazole-2,4-dione hydrochloride